C(C)(C)(C)OC(NC1(CC1)CNC)=O.NCCCO[Si](OC)(OC)CCCN (beta-aminoethyl)-gamma-aminopropyl-trimethoxysilane tert-Butyl-1-((methylamino)methyl)cyclopropylcarbamate